[I].COC1=NC=NC=C1CCC=O 3-(4-methoxypyrimidin-5-yl)propanal Iodine